4-amino-5-chloro-N-((1S,2R)-2-(3-chloro-6-fluoro-2-tolyl)-1-(5-oxo-4,5-dihydro-1,3,4-oxadiazol-2-yl)propyl)-4-methylchroman-8-sulfonamide NC1(CCOC2=C(C=CC(=C12)Cl)S(=O)(=O)N[C@@H]([C@H](C)C1=C(C(=CC=C1Cl)F)C)C=1OC(NN1)=O)C